BrC1=CC(=[N+](C=C1C(=O)OC)[O-])C 4-bromo-5-(methoxycarbonyl)-2-methylpyridin-1-oxide